CC1(C2=C(C3=C(N2)C=C(C=C3)O)C(=O)C1=O)C The molecule is an indole alkaloid that is 1,2,3,4-tetrahydrocyclopenta[b]indole substituted by a hydroxy group at position 6, geminal-methyl groups at position 3 and oxo groups at positions 1 and 2. It has been isolated from the ethanol extract of the stems of Brucea mollis. It has a role as a plant metabolite. It is an indole alkaloid, an organic heterotricyclic compound, a member of phenols, an alpha-diketone and an aromatic ketone.